ClC=1C=C(C=CC1O)C[C@@H](CNC(CC(C1(CC1)C(F)(F)F)C1=NC=CC=N1)=O)N(C)C N-((S)-3-(3-chloro-4-hydroxyphenyl)-2-(dimethylamino)propyl)-3-(pyrimidin-2-yl)-3-(1-(trifluoromethyl)cyclopropyl)propanamide